N-[(S)-(4,4-Difluorocyclohexyl)-[6-[(1R)-1-(4,4,4-trifluorobutanoylamino)ethyl]-1H-benzimidazol-2-yl]methyl]-1-methyl-5-(3,3,3-trifluoropropyl)pyrazole-4-carboxamide FC1(CCC(CC1)[C@H](NC(=O)C=1C=NN(C1CCC(F)(F)F)C)C1=NC2=C(N1)C=C(C=C2)[C@@H](C)NC(CCC(F)(F)F)=O)F